ClC(C1=NC(=NO1)C=1C=CC(=NC1)CP(OCC)(=O)NCC1=CC(=CC=C1)F)(F)F ethyl P-((5-(5-(chlorodifluoromethyl)-1,2,4-oxadiazol-3-yl)pyridin-2-yl)methyl)-N-(3-fluorobenzyl)phosphonamidate